6-[2-(benzyloxy)phenyl]oxan-3-one C(C1=CC=CC=C1)OC1=C(C=CC=C1)C1CCC(CO1)=O